FC(OC=1C=C(C=CC1O)C=1N=C2N(CC1)C=C(C=C2)N2CCNCC2)F 2-[3-(difluoromethoxy)-4-hydroxyphenyl]-7-(piperazin-1-yl)-4H-pyrido[1,2-a]pyrimidin